4'-(ethoxycarbonyl)-3-methoxy-2',3',4',5'-tetrahydro-[1,1'-biphenyl]-4-formic acid C(C)OC(=O)C1CCC(=CC1)C1=CC(=C(C=C1)C(=O)O)OC